N-(2-cyanoethyl)-3-hydroxy-N-(1-(4-methoxyphenyl)-2-oxo-2-((4-(trimethylsilyl)phenyl)amino)ethyl)-1,2-oxazole-5-carboxamide C(#N)CCN(C(=O)C1=CC(=NO1)O)C(C(NC1=CC=C(C=C1)[Si](C)(C)C)=O)C1=CC=C(C=C1)OC